CC1=C(C=NN1C1CCNCC1)C=1C=C(C=2N(C1)N=CC2C#N)O[C@@H](C)C2=NC=CC=C2 6-[5-Methyl-1-(piperidin-4-yl)pyrazol-4-yl]-4-[(1S)-1-(pyridin-2-yl)ethoxy]pyrazolo[1,5-a]pyridine-3-carbonitrile